(7-(5,6-dimethyl-1-(tetrahydro-2H-pyran-2-yl)-1H-indazol-4-yl)-8-fluoro-2-((hexahydro-1H-pyrrolizin-7a-yl)methoxy)pyrido[4,3-d]pyrimidin-4-yl)-6-azaspiro[3.5]nonan-2-ol CC=1C(=C2C=NN(C2=CC1C)C1OCCCC1)C1=C(C=2N=C(N=C(C2C=N1)C1C(CC12CNCCC2)O)OCC21CCCN1CCC2)F